N[C@@H](CC(C)C)C(=O)N[C@@H](CCCNC(N)=N)C(=O)N1[C@@H](CCC1)C(=O)N[C@H](C)C(=O)O L-leucyl-L-arginyl-L-prolyl-D-alanine